1-(6-chloro-5-fluoro-4-(2-hydroxypropan-2-yl)pyridin-2-yl)-1-oxobutan-2-yl acetate C(C)(=O)OC(C(=O)C1=NC(=C(C(=C1)C(C)(C)O)F)Cl)CC